methyl 4-({[(tert-butoxy)carbonyl]amino}amino)-1-(oxan-4-yl)-6-oxo-1,6-dihydropyridine-3-carboxylate C(C)(C)(C)OC(=O)NNC=1C(=CN(C(C1)=O)C1CCOCC1)C(=O)OC